C(#N)C1=C(C=CC(=C1)C(F)(F)F)N1CCC(CC1)(C(=O)N[C@H]1CN(CC1)C)C=1C=CC(=NC1)C1=NC=CC=C1C 1-[2-cyano-4-(trifluoromethyl)phenyl]-4-{3'-methyl-[2,2'-bipyridine]-5-yl}-N-[(3R)-1-methylpyrrolidin-3-yl]piperidine-4-carboxamide